C(\C=C/CCC1C(CC)O1)=O cis-6,7-Epoxy-2-nonenal